COC=1C=C(C=C(C1)OC)NC1C(N(CC1)CC(F)(F)F)=O 3-((3,5-Dimethoxyphenyl)amino)-1-(2,2,2-trifluoroethyl)pyrrolidin-2-one